C1(CCCCCC1)N1CCN(CC1)C1=CC=C(C=C1)C1(NN(C(=N1)N)C1=NC=CC2=CC(=C(C=C12)OC)OC)N 3-(4-(4-cycloheptylpiperazin-1-yl)phenyl)-1-(6,7-dimethoxyisoquinolin-1-yl)-1H-1,2,4-triazole-3,5-diamine